4-((2s,4s)-4-(2,2-difluoroethoxy)-1-((5-methoxy-7-methyl-1H-indol-4-yl)methyl)piperidin-2-yl)benzoic acid FC(CO[C@@H]1C[C@H](N(CC1)CC1=C2C=CNC2=C(C=C1OC)C)C1=CC=C(C(=O)O)C=C1)F